O=C1NC2=C(C(=N[C@@H]1NC(=O)C1=C(N=C3N1N=CC=C3)C3=CC=CC=C3)C3=CC=CC=C3)C=CC=C2 N-[(3S)-2-oxo-5-phenyl-1,3-dihydro-1,4-benzodiazepin-3-yl]-2-phenylimidazo[1,2-b]pyridazine-3-carboxamide